[Co].IC=1C=C(C(=NC1C=1OC=C(N1)C)C=1OC=C(N1)C)I diiodo[2,6-bis[4-(S)-methyl-2-oxazolyl]pyridine] cobalt